CC(CCC=C(C=C)C)C 7,3-dimethyl-1,3-octadiene